C(\C=C\C)N1C(C2=C(C(=C1)C1=C(C=C(C(=C1)OC)C(=O)N1CCOCC1)OC)C=C(N2)C)=O 6-[(E)-but-2-enyl]-4-[2,5-dimethoxy-4-(morpholine-4-carbonyl)phenyl]-2-methyl-1H-pyrrolo[2,3-c]pyridin-7-one